C(C1=CC=CC=C1)OC=1C=C(C=C2C(NC(NC2=O)=O)=O)C=CC1 5-(3-(benzyloxy)benzylidene)pyrimidine-2,4,6(1H,3H,5H)-trione